BrC1=CC(=CC2=C1SC=C2)F 7-bromo-5-fluorobenzo[b]thiophene